methyl 3-(4-bromophenyl)-8-methyl-8-azabicyclo[3.2.1]octanecarboxylate BrC1=CC=C(C=C1)C1CC2(CCC(C1)N2C)C(=O)OC